OC(=O)C(F)(F)F.C[C@H]1NC[C@@H]2N(CC[C@@H]21)C(=O)C=2OC(=CN2)C2=CC(=NC=C2)C#N |r| rac-4-(2-((3ar,4r,6ar)-4-methyloctahydropyrrolo[3,4-b]pyrrole-1-carbonyl)oxazol-5-yl)pyridinecarbonitrile TFA salt